N[C@@H]1COC2=C1C=CC(=C2)OS(=O)(=O)C(F)(F)F (3S)-trifluoromethanesulfonic acid 3-amino-2,3-dihydro-1-benzofuran-6-yl ester